(E)-1-(2-hydroxyphenyl)-3-(6-(thiophen-3-yl)pyridin-2-yl)prop-2-en-1-one OC1=C(C=CC=C1)C(\C=C\C1=NC(=CC=C1)C1=CSC=C1)=O